(1-(5-nitropyrimidin-2-yl)piperidin-4-yl)methanol [N+](=O)([O-])C=1C=NC(=NC1)N1CCC(CC1)CO